S1SNC=N1 3H-1,2,3,5-dithiadiazol